ClC=1C=C(C=C2C(=C(C=NC12)C#N)NC1=CC(=C(C=C1)F)Cl)N([C@@H](C=1C=NC=CC1)C=1N=NN(C1)C1CCN(CC1)CC)CC (S)-8-chloro-4-((3-chloro-4-fluorophenyl)amino)-6-(ethyl((1-(1-ethylpiperidin-4-yl)-1H-1,2,3-triazol-4-yl)(pyridin-3-yl)methyl)amino)quinoline-3-carbonitrile